monoethyl 2-benzylmalonate C(C1=CC=CC=C1)C(C(=O)OCC)C(=O)[O-]